5-hexyloxy-6-methylsulfonylamino-N-carboxypropylisoindolin-1,3-dione C(CCCCC)OC=1C=C2C(N(C(C2=CC1NS(=O)(=O)C)=O)CCCC(=O)O)=O